2-Bromo-9,9-dimethyl-9,10-dihydroacridine BrC1=CC=2C(C3=CC=CC=C3NC2C=C1)(C)C